O=C1C(C(C2=CC=CC=C12)=O)=CC1=CC=C(O1)C=1C=C(C(=O)OCC)C=CC1 Ethyl 3-[5-[(1,3-dihydro-1,3-dioxo-2H-inden-2-ylidene)methyl]-2-furanyl]benzoate